FC(OC1=C(C=CC=C1)[C@@H]1CCN2N1C=1C=C(C=CC1C2=O)C=2C=NC(=NC2)N2C[C@H](OCC2)CO)F (S)-3-(2-(difluoromethoxy)phenyl)-6-(2-((S)-2-(hydroxymethyl)morpholino)pyrimidin-5-yl)-2,3-dihydropyrazolo[1,2-a]indazol-9(1H)-one